FC(C1=NN=C(O1)C=1C=CC(=NC1)CN1C(C2=CC(=CC=C2C(C1=O)(C)C)C=1CCN(CC1)C(=O)OC(C)(C)C)=O)F tert-butyl 4-(2-((5-(5-(difluoromethyl)-1,3,4-oxadiazole-2-yl)pyridine-2-yl)methyl)-4,4-dimethyl-1,3-dioxo-1,2,3,4-tetrahydroisoquinoline-7-yl)-3,6-dihydropyridine-1(2H)-carboxylate